CN1C(C(CCC1=O)N1C(C2=CC=C(C=C2C1=O)N1CCN(CC1)CCC1CCN(CC1)C(=O)OC(C)(C)C)=O)=O tert-butyl 4-[2-[4-[2-(1-methyl-2,6-dioxo-3-piperidyl)-1,3-dioxo-isoindolin-5-yl]piperazin-1-yl]ethyl]piperidine-1-carboxylate